NC1=C(C=C(C=C1)Br)S 2-amino-5-bromo-benzenethiol